N-(5-(4-hydroxy-3,3-dimethylpiperidin-1-yl)thiazolo[5,4-b]pyridin-2-yl)acetamide OC1C(CN(CC1)C1=CC=C2C(=N1)SC(=N2)NC(C)=O)(C)C